N1N=CC2=CC(=CC=C12)NC(=O)C12C(C(=NO1)C=1C=NC=C(C1)C1=CSC=C1)C1CCC2C1 N-(1H-indazol-5-yl)-3-(5-(thien-3-yl)pyridin-3-yl)-3a,4,5,6,7,7a-hexahydro-4,7-methylenebenzo[d]isoxazole-7a-carboxamide